1-(2,2-difluoroethyl)-3-(2-methoxy-3-nitrophenyl)-1H-1,2,4-triazole FC(CN1N=C(N=C1)C1=C(C(=CC=C1)[N+](=O)[O-])OC)F